6-phenyl-1,2,4-triazin-3-amine C1(=CC=CC=C1)C1=CN=C(N=N1)N